CC1=CC(NC=C1)=O 4-methylpyridin-2(1h)-one